C1(CC1)[C@]1(C(N(C[C@H]1C)C=1C=2N(N=CC1)C=C(C2)C=2N=CN(C2)C)=O)C#N (3R,4S)-3-cyclopropyl-4-methyl-1-[6-(1-methylimidazol-4-yl)pyrrolo[1,2-b]pyridazin-4-yl]-2-oxopyrrolidine-3-carbonitrile